4-[5-[(1R)-2-amino-1-hydroxyethyl]pyridin-2-yl]-3-(5-phenyl-2-propan-2-ylpyrazol-3-yl)oxybenzonitrile NC[C@H](O)C=1C=CC(=NC1)C1=C(C=C(C#N)C=C1)OC=1N(N=C(C1)C1=CC=CC=C1)C(C)C